O=C1NC(CCC1N1C(C2=CC=C(C=C2C1=O)CN1CCN(CC1)C1CCN(CC1)C1=CC=C(N=N1)C(=O)N1CCC(CC1)CCCCNC(\C=C\C=1C=NC=CC1)=O)=O)=O (E)-N-(4-(1-(6-(4-(4-((2-(2,6-dioxopiperidin-3-yl)-1,3-dioxoisoindolin-5-yl)methyl)piperazin-1-yl)piperidin-1-yl)pyridazine-3-carbonyl)piperidin-4-yl)butyl)-3-(pyridin-3-yl)acrylamide